rhodium (I) bis(2,2-dimethylpropionate) CC(C(=O)[O-])(C)C.CC(C(=O)[O-])(C)C.[Rh+].[Rh+]